OC=1C=CC2=C(OCCCC2=O)C1 8-hydroxy-3,4-dihydro-2H-benzo[b]oxepin-5-one